ClC=1C=CC2=C(N=C(O2)C2CCN(CC2)C2=C(C(N(C3=CC=C(C=C23)C)C)=O)C#N)C1 4-[4-(5-Chloro-1,3-benzoxazol-2-yl)piperidin-1-yl]-1,6-dimethyl-2-oxo-1,2-dihydroquinoline-3-carbonitrile